BrC1=CC=C(C2=CC=CC=C12)C(=O)N 4-bromo-1-naphthalamide